(S)-N-(2-(hydroxymethyl)-2-methyl-6-((1-methyl-1H-pyrazol-4-yl)methoxy)-2,3-dihydrobenzofuran-5-yl)pyrazolo[1,5-a]pyrimidine-3-carboxamide OC[C@]1(OC2=C(C1)C=C(C(=C2)OCC=2C=NN(C2)C)NC(=O)C=2C=NN1C2N=CC=C1)C